2-(4-benzyloxy-6-chloro-5-ethoxycarbonyl-2-methyl-3-pyridyl)-2-methoxy-acetic acid C(C1=CC=CC=C1)OC1=C(C(=NC(=C1C(=O)OCC)Cl)C)C(C(=O)O)OC